5-formyl-2-(methoxymethoxy)benzonitrile C(=O)C=1C=CC(=C(C#N)C1)OCOC